(2R)-benzyl-2-((4-(tert-butyl)phenyl)(2-(4-methylpiperazin-1-yl)-2-oxo-1-(pyridin-3-yl)ethyl)carbamoyl)pyrrolidine-1-carboxylate C(C1=CC=CC=C1)OC(=O)N1[C@H](CCC1)C(N(C(C(=O)N1CCN(CC1)C)C=1C=NC=CC1)C1=CC=C(C=C1)C(C)(C)C)=O